6-bromo-8-iodo-3-(pyrrolidin-1-yl)imidazo[1,2-a]pyridine-7-carbonitrile BrC=1C(=C(C=2N(C1)C(=CN2)N2CCCC2)I)C#N